C(=C)C1CCC(CC1)C1=CC=C(C=C1)O 4-(4-vinyl-cyclohexyl)phenol